2-bromo-6-chloropyridin-3-amine BrC1=NC(=CC=C1N)Cl